FC(C#CC=1C=CC2=C(C3=C(S2)C=CC(=C3)[C@@]3(CS(C(C(N3)=N)(C)C)(=O)=O)C)C1)F (R)-5-(8-(3,3-Difluoroprop-1-yn-1-yl)dibenzo[b,d]thiophen-2-yl)-3-imino-2,2,5-trimethylthiomorpholine 1,1-dioxide